[Si](C)(C)(C(C)(C)C)OCCCCCOC1=C(C=CC(=C1)[N+](=O)[O-])N1CCN(CC1)C 1-(2-((5-((tert-butyldimethylsilyl)oxy)pentyl)oxy)-4-nitrophenyl)-4-methylpiperazine